IC1=CSC2=C1N=C(N=C2)NC=2C=C(C=CC2)CO (3-(7-iodothieno[3,2-d]pyrimidin-2-ylamino)phenyl)methanol